(2S,5R)-5-(2-chlorophenyl)-1-(4-(pyridin-2-ylmethoxy)benzoyl)pyrrolidine-2-carboxylic acid ClC1=C(C=CC=C1)[C@H]1CC[C@H](N1C(C1=CC=C(C=C1)OCC1=NC=CC=C1)=O)C(=O)O